4-fluoro-6-methylbenzo[d]oxazol-2(3H)-one FC1=CC(=CC2=C1NC(O2)=O)C